2,2-dimethyl-dihydro-5-naphthol CC1(CC=2C=CC=C(C2CC1)O)C